FC1=C(CC2=C(C(=C3CN(C(C3=C2)=O)[C@@H]2[C@H](CCC2)O)C)C)C=CC(=C1)N1N=CC=C1 6-(2-fluoro-4-(1H-pyrazol-1-yl)benzyl)-2-((1S,2S)-2-hydroxycyclopentyl)-4,5-dimethylisoindolin-1-one